(2S,4R)-4-fluoro-N-[(R) or (S)-[6-fluoro-5-(propan-2-yl)pyridin-2-yl](1H-indazol-6-yl)methyl]-1-[2-(1H-1,2,3-triazol-5-yl)acetyl]pyrrolidine-2-carboxamide F[C@@H]1C[C@H](N(C1)C(CC1=CN=NN1)=O)C(=O)N[C@H](C1=CC=C2C=NNC2=C1)C1=NC(=C(C=C1)C(C)C)F |o1:17|